4-vinyl-N,N-diethylaniline C(=C)C1=CC=C(N(CC)CC)C=C1